1-methyldimethoxysilyl-8-(4-methylpiperazin-1-yl)(methyldiethoxysilylpropylamino)methylsilyl-octane C[Si](C(CCCCCCCN1CCN(CC1)C)[SiH2]CNCCC[Si](OCC)(OCC)C)(OC)OC